C1(CC1)C1=C(C=C(C(=C1)B1OC(C(O1)(C)C)(C)C)F)C(=O)N1CCCCC1 (2-cyclopropyl-5-fluoro-4-(4,4,5,5-tetramethyl-1,3,2-dioxaborolan-2-yl)phenyl)(piperidin-1-yl)methanone